1-[[3-[(1r,5s)-3-azabicyclo[3.1.0]hexane-6-yl]-1,2,4-oxadiazol-5-yl]methyl]-7-methyl-purin-6-one hydrochloride Cl.[C@H]12CNC[C@@H]2C1C1=NOC(=N1)CN1C=NC=2N=CN(C2C1=O)C